(2r,5s)-5-(4-(6-chloro-4-oxo-3,4-dihydro-7H-pyrrolo[2,3-d]pyrimidin-7-yl)phenyl)-2-methylmorpholine-4-carboxylic acid tert-butyl ester C(C)(C)(C)OC(=O)N1C[C@H](OC[C@@H]1C1=CC=C(C=C1)N1C(=CC2=C1N=CNC2=O)Cl)C